N-(3-(5-cyclopropylpyrazin-2-yl)-5-fluorophenyl)-N-(2,2-difluoroethyl)-6-fluoro-1-methyl-[1,2,4]triazolo[4,3-a]quinazolin-5-amine C1(CC1)C=1N=CC(=NC1)C=1C=C(C=C(C1)F)N(C1=NC=2N(C3=CC=CC(=C13)F)C(=NN2)C)CC(F)F